3'-fluoro-5'-methoxy-2',6-dimethyl-(4,4'-bipyridine)-3-carboxylic Acid FC=1C(=NC=C(C1C1=C(C=NC(=C1)C)C(=O)O)OC)C